ClCC=1C=C(C(=C(C1)OC)OC)OC 5-(Chloromethyl)-1,2,3-trimethoxybenzene